C(C)C1=CC(=C(O1)C(C(C)C)=O)C(=O)O 5-ethyl-2-(2-methylpropanoyl)furan-3-carboxylic acid